4-(2,6-dimethoxybenzoyl)aminophenylbutyric acid COC1=C(C(=O)NC2=CC=C(C=C2)C(C(=O)O)CC)C(=CC=C1)OC